(4Z,7Z,10S,11E,13Z,15E,17S,19Z)-10,17-dihydroxy(12,15-2H2)docosa-4,7,11,13,15,19-hexaenoic acid O[C@@H](C\C=C/C\C=C/CCC(=O)O)\C=C(\C=C/C(=C/[C@H](C\C=C/CC)O)/[2H])/[2H]